N,N-didodecyl-2,2,2-trifluoroethylamine C(CCCCCCCCCCC)N(CCCCCCCCCCCC)CC(F)(F)F